[(4S)-7,8-dichloro-6-(3-fluoro-2-pyridyl)-4-methyl-4H-[1,2,4]triazolo[1,5-a][1,4]benzodiazepin-2-yl]-(5-oxa-2-azaspiro[3.4]octan-2-yl)methanone ClC1=C(C=CC2=C1C(=N[C@H](C=1N2N=C(N1)C(=O)N1CC2(C1)OCCC2)C)C2=NC=CC=C2F)Cl